1-pyrenebutyramide C1(=CC=C2C=CC3=CC=CC4=CC=C1C2=C34)CCCC(=O)N